tert-Butyl (S)-(1-((4-(bromomethyl)phenyl)amino)-4-methyl-1-oxopentan-2-yl)carbamate BrCC1=CC=C(C=C1)NC([C@H](CC(C)C)NC(OC(C)(C)C)=O)=O